NC(C)C1=C2C=C(C(=NC2=CC(=C1)C)C#N)C1=CC=C(C=C1)OC 5-(1-aminoethyl)-3-(4-methoxyphenyl)-7-methylquinoline-2-carbonitrile